tert-butyl 4-(((3R,4R)-1-(tert-butoxycarbonyl)-3-(4-(tert-butoxycarbonyl) phenyl)piperidin-4-yl)methyl)-7-chloro-5-methyl-1H-indole-1-carboxylate C(C)(C)(C)OC(=O)N1C[C@H]([C@@H](CC1)CC1=C2C=CN(C2=C(C=C1C)Cl)C(=O)OC(C)(C)C)C1=CC=C(C=C1)C(=O)OC(C)(C)C